CCC(CC)N1N=CC(=C1)C=1C=2N(C=C(N1)C=1C=NN(C1)[C@H]1[C@@H](COC1)O)N=CC2 (3S,4R)-4-(4-(4-(1-(pentan-3-yl)-1H-pyrazol-4-yl)pyrazolo[1,5-a]pyrazin-6-yl)-1H-pyrazol-1-yl)tetrahydrofuran-3-ol